[N+](=O)([O-])C=1N=NC(N1)=O 3-Nitro-1,2,4-triazol-5-one